C1(CCCCC1)NCCCCCCC(=O)NC=1C=CC=C2C(=NN(C12)C)C1C(NC(CC1)=O)=O 7-(cyclohexylamino)-N-(3-(2,6-dioxopiperidin-3-yl)-1-methyl-1H-indazol-7-yl)heptanamide